N-((1s,3s)-3-(methylamino)cyclobutyl)-2-(m-tolyl)benzo[d]imidazo[2,1-b]thiazole-7-carboxamide formate C(=O)O.CNC1CC(C1)NC(=O)C1=CC2=C(N3C(S2)=NC(=C3)C=3C=C(C=CC3)C)C=C1